N(=[N+]=[N-])C1=C(N)C=CC=C1 2-azidoaniline